CC(C)(C)OC(=O)N1CCN(CC1)CCCBr 4-(3-bromopropyl)-1-piperazinecarboxylic acid 1,1-dimethylethyl ester